C(C)O[C@H]1CN(CC[C@@H]1OCC1=NC=C(C=C1)OC(C)C)C1=CC(N(C=2C=CC(=NC12)C#N)C)=O 8-((3S,4S)-3-Ethoxy-4-((5-isopropoxypyridin-2-yl)methoxy)piperidin-1-yl)-5-methyl-6-oxo-5,6-dihydro-1,5-naphthyridin-2-carbonitril